CC(CC#C)C 4-methylpent-1-yne